O[C@@H]1CC[C@H](CC1)N1C(CNCC1)=O 1-(trans-4-hydroxycyclohexyl)piperazin-2-one